10-methyl-6-methyleneundeca-1,4,9-triene CC(=CCCC(C=CCC=C)=C)C